C1(=CC=CC=C1)COC(=O)N1CC(C1)(OC([C@@](C(F)(F)F)(C1=CC=CC=C1)OC)=O)[C@H]1N(CCCC1)C(=O)O (2S)-2-(1-{[(phenylmethyl)oxy]carbonyl}-3-{[(2R)-3,3,3-trifluoro-2-(methyloxy)-2-phenylpropionyl]oxy}azetidin-3-yl)piperidine-1-carboxylic acid